C(C1=CC=CC=C1)N1N=NC(=C1C=1C=C2C=C(C=NC2=CC1)C=1C=NNC1)C1=NC(=CC=C1)C 6-[3-benzyl-5-(6-methyl-2-pyridyl)triazol-4-yl]-3-(1H-pyrazol-4-yl)quinoline